dimethyl-2,5-bis(tert-butyl-peroxy)hexane CC(CCC(C)(OOC(C)(C)C)C)(C)OOC(C)(C)C